(R)-N-(7-(5-ethyl-1,2,4-oxadiazol-3-yl)chroman-4-yl)-1-methyl-1H-pyrazole-5-carboxamide C(C)C1=NC(=NO1)C1=CC=C2[C@@H](CCOC2=C1)NC(=O)C1=CC=NN1C